ClC1=C(C=NC2=C1OCC[C@H]1N2CCNC1)C (R)-4-chloro-3-methyl-6,7,7a,8,10,11-hexahydro-9H-pyrazino[1,2-d]pyrido[3,2-b][1,4]oxazepin